2-(2,6-dioxopiperidin-3-yl)-6-methyl-3-oxo-1,2,3,6-tetrahydropyrrolo[3,4-e]indole-7-carbonitrile O=C1NC(CCC1N1CC2=C3C=C(N(C3=CC=C2C1=O)C)C#N)=O